ClC=1C=C2C=CC(=CC2=CC1)OC[C@H](CN1CCN(CC1)C1=C(C=CC(=C1)Cl)Cl)O (S)-1-((6-chloronaphthalen-2-yl)oxy)-3-(4-(2,5-dichlorophenyl)piperazin-1-yl)propan-2-ol